C(C(=C)C)(=O)OCC(COCC=C)(C)O 3-(allyloxy)-2-hydroxy-2-methylpropyl methacrylate